(S)-N-((S)-(3-chloro-2,4-difluorophenyl)(5-fluoro-6-(trifluoromethyl)pyridin-3-yl)methyl)-2-oxoimidazolidine-4-carboxamide ClC=1C(=C(C=CC1F)[C@@H](NC(=O)[C@H]1NC(NC1)=O)C=1C=NC(=C(C1)F)C(F)(F)F)F